4'-diethylamino-2-methylbenzophenone C(C)N(C1=CC=C(C=C1)C(C1=C(C=CC=C1)C)=O)CC